COC(=O)N(N(CC)C(C1=C(C(=CC(=C1)Br)Br)NC(=O)C1=CC(=NN1C1=NC=CC=C1Cl)Br)=O)CC methyl-2-[3,5-dibromo-2-({[3-bromo-1-(3-chloropyridin-2-yl)-1H-pyrazol-5-yl]carbonyl}amino)benzoyl]-1,2-diethylhydrazinecarboxylate